2-(3-amino-2,6-difluorophenyl)-N-methylimidazo[4,3-b][1,3]thiazole-7-carboxamide NC=1C(=C(C(=CC1)F)C1=CN2C(S1)=C(N=C2)C(=O)NC)F